4-(((3-chloro-5-isopropylisoquinolin-8-yl)oxy)methyl)-3-methyloxazolidin-2-one ClC=1N=CC2=C(C=CC(=C2C1)C(C)C)OCC1N(C(OC1)=O)C